(3-chloro-4-(4-(3,4-dihydro-2H-pyrido[3,2-b][1,4]oxazin-8-yl)thiophen-2-yl)phenyl)(4-hydroxypiperidin-1-yl)methanone ClC=1C=C(C=CC1C=1SC=C(C1)C1=CC=NC2=C1OCCN2)C(=O)N2CCC(CC2)O